(1r,3r)-3-(((2,2-difluoro-1-hydroxy-7-(trifluoromethylsulfanyl)-2,3-dihydro-1H-inden-4-yl)oxy)methyl)cyclobutane-1-carbonitrile FC1([C@@H](C2=C(C=CC(=C2C1)OCC1CC(C1)C#N)SC(F)(F)F)O)F